CC(COC1=CC=C(C=C1)CNC(NC1CCNCC1)=O)C 3-{[4-(2-methylpropyloxy)phenyl]Methyl}-1-(piperidin-4-yl)urea